(R)- or (S)-2-(1-((4-carboxyphenyl)amino)-3-cyclopropyl-1-oxopropan-2-yl)-5-(5-chloro-2-(difluoromethyl)phenyl)pyridine 1-oxide C(=O)(O)C1=CC=C(C=C1)NC([C@H](CC1CC1)C1=[N+](C=C(C=C1)C1=C(C=CC(=C1)Cl)C(F)F)[O-])=O |o1:11|